C(CC)N1[C@@H]2CCC[C@H]1CC2 (1R,3s,5S)-8-propyl-8-azabicyclo[3.2.1]octan